Cl.N1=C(C=CC=C1)C1=C(NC2=NC=CN=C21)C2=CC(=NC=C2)N 4-[7-(pyridin-2-yl)-5H-pyrrolo[2,3-b]pyrazin-6-yl]pyridin-2-amine hydrochloride